[Li+].P(=O)([O-])([O-])[O-].C1(=CC=CC=C1)C=1C(=C(C(=O)N)C(=CC1C)C)C.[Li+].[Li+] phenyl-(2,4,6-trimethylbenzamide) phosphate lithium salt